FC1=C(C(=CC=C1)OC)C=1C(=NC=NC1)C(=O)O 5-(2-fluoro-6-methoxyphenyl)pyrimidine-4-carboxylic acid